C(C)(=O)OC1OCC(C(C1)OC(C)=O)OC(C)=O tetrahydro-2H-pyran-2,4,5-trisyl triacetate